S(=O)(=O)([O-])OOS(=O)(=O)[O-].[Na+].N(=NC(CCC(=O)O)(C)C#N)C(CCC(=O)O)(C)C#N.[Na+] 4,4'-azobis(4-cyano-pentanoic acid) sodium persulfate